OC1CCN(CC1)C=1C=CC(=NC1)NC1=CC(=NC=2C=CNC(C12)=O)N1C[C@@H](CC1)O 4-[[5-(4-hydroxy-1-piperidyl)-2-pyridyl]amino]-2-[(3R)-3-hydroxy-pyrrolidin-1-yl]-6H-1,6-naphthyridin-5-one